(3S)-1-[2-(3-chlorophenyl)ethyl]-3-{[4-(3-methylsulfonylpropanesulfonyl)phenoxy]methyl}piperazine ClC=1C=C(C=CC1)CCN1C[C@H](NCC1)COC1=CC=C(C=C1)S(=O)(=O)CCCS(=O)(=O)C